4-((1R,5R)-2,6-diazabicyclo[3.2.0]heptan-6-yl)-7-(8-ethynyl-7-fluoronaphthalen-1-yl)-8-fluoro-1,6-naphthyridine-3-carbonitrile [C@@H]12NCC[C@H]2N(C1)C1=C(C=NC2=C(C(=NC=C12)C1=CC=CC2=CC=C(C(=C12)C#C)F)F)C#N